5-[4-[3-[(4-Methylmorpholin-2-yl)methoxy]pyrrolidine-1-yl]thieno[2,3-d]pyrimidin-6-yl]-1H-pyrimidine-2,4-dione CN1CC(OCC1)COC1CN(CC1)C=1C2=C(N=CN1)SC(=C2)C=2C(NC(NC2)=O)=O